FC=1C=C(C=CC1F)N1N=C(C=C1)COCCN1CCN(CC1)C(C)=O 1-(4-(2-((1-(3,4-Difluorophenyl)-1H-pyrazol-3-yl)methoxy)ethyl)piperazin-1-yl)ethanon